4-(2-(benzamido(carboxy)methyl)-5-methoxyphenyl)butyric acid C(C1=CC=CC=C1)(=O)NC(C1=C(C=C(C=C1)OC)CCCC(=O)O)C(=O)O